(S)-1-(6-bromopyridin-2-yl)pyrrolidin-3-ol BrC1=CC=CC(=N1)N1C[C@H](CC1)O